(S)-3-(ethoxydifluoromethyl)-6-(6-((1,1,1-trifluoro-3-methylbut-2-yl)oxy)pyridin-3-yl)-[1,2,4]triazolo[4,3-a]pyrazine C(C)OC(C1=NN=C2N1C=C(N=C2)C=2C=NC(=CC2)O[C@H](C(F)(F)F)C(C)C)(F)F